N1C=C(C2=CC=CC=C12)CCC1N(CCC2=CC(=C(C=C12)OC)OC)[C@H]1OCCN(C1)C(=O)N1C[C@H](OCC1)N1C(C2=CC(=C(C=C2CC1)OC)OC)CCC1=CNC2=CC=CC=C12 (S)-(1-(2-(1H-indol-3-yl)ethyl)-6,7-dimethoxy-3,4-dihydroisoquinoline-2(1H)-yl)(morpholino)ketone